CC1(C)CC(C=C(C)C1\C=C\C(\CO)=C\C=C\C(\C)=C\C=C\C=C(/C)\C=C\C=C(/C)\C=C\C1C(C)=CC(CC1(C)C)O)O epsilon-carotene-3,19,3'-triol